NC1=C(OCCO)C=CC(=C1)N 2-(2,4-Diaminophenoxy)-ethanol